N-Cycloheptyl-1,2-ethylendiamin C1(CCCCCC1)NCCN